4-(2,4-Dimethoxyphenyl)-2-methoxy-1H-phenalen-1-one COC1=C(C=CC(=C1)OC)C1=C2C=C(C(C=3C=CC=C(C=C1)C32)=O)OC